Cl.C1(=C2N(C=N1)CCC2)C(C(=O)NC=2SC=CN2)N2N=C1C=C(C=C(C1=C2)F)C=2C=NC(=CC2)N2CCNCC2 2-(6,7-dihydro-5H-pyrrolo[1,2-c]imidazol-1-yl)-2-[4-fluoro-6-(6-piperazin-1-yl-3-pyridyl)indazol-2-yl]-N-thiazol-2-yl-acetamide Hydrogen Chloride